Methyl-2,3,4,4a,6,7-hexahydro-8-oxa-3,5a,9,13c-tetraazanaphtho[3,2,1-de]anthracene CC1CNCC2CN3CCOC=4N=C5C=CC=CC5=C(C34)N12